FC(C1=CC=C(C=C1)N1N=NC(=C1)[Si](C)(C)C)F 1-(4-(difluoromethyl)phenyl)-4-(trimethylsilyl)-1H-1,2,3-triazole